2-((2S)-4-(2'-(3-(dimethylamino)azetidin-1-yl)-6'-oxo-3,4,5',8'-tetrahydro-2H,6'H-spiro[naphthalene-1,7'-pyrido[3,2-d]pyrimidin]-4'-yl)piperazin-2-yl)acetonitrile CN(C1CN(C1)C=1N=C(C2=C(N1)CC1(C(N2)=O)CCCC2=CC=CC=C21)N2C[C@@H](NCC2)CC#N)C